C(C)[N+](CCCNC(=O)C=1N(C=C(C1)NC(=O)C=1N(C=C(C1)NC(C1=CC=C(C=C1)\C=C\C=1C=NC2=CC=CC=C2C1)=O)C)C)(C)C (E)-N-ethyl-N,N-dimethyl-3-(1-methyl-4-(1-methyl-4-(4-(2-(quinolin-3-yl)vinyl)benzamido)-1H-pyrrole-2-carboxamido)-1H-pyrrole-2-carboxamido)propan-1-aminium